(10Z)-4,6,10-hexadecatrienyl iodide C(CCC=CC=CCC\C=C/CCCCC)I